NC1=C(SC2=NC(=CN=C21)C)C(=O)NC2CC=1C=CC(=NC1CC2)N2CC(C(C2)CF)N 7-amino-N-{2-[3-amino-4-(fluoromethyl)pyrrolidin-1-yl]-5,6,7,8-tetrahydroquinolin-6-yl}-3-methylthieno[2,3-b]pyrazine-6-carboxamide